ClC1=CC(=C(C=C1)C1=C(C=CC=C1[Se]C1=CC=CC=C1)[Se]C1=CC=CC=C1)NC(C1=NC=CC=C1)=O N-(4-chloro-2',6'-bis(phenylselanyl)-[1,1'-biphenyl]-2-yl)picolinamide